(R)-2-(3-((6-(2-hydroxy-4-(trifluoromethyl)phenyl)-4-methylpyridazin-3-yl)amino)piperidin-1-yl)acetic acid OC1=C(C=CC(=C1)C(F)(F)F)C1=CC(=C(N=N1)N[C@H]1CN(CCC1)CC(=O)O)C